tert-Butyl 7-(difluoromethyl)-3,4-dihydroisoquinoline-2(1H)-carboxylate FC(C1=CC=C2CCN(CC2=C1)C(=O)OC(C)(C)C)F